1-(tert-butyl) 4-methyl rac-(2S,4R)-2-phenylpiperidine-1,4-dicarboxylate C1(=CC=CC=C1)[C@H]1N(CC[C@H](C1)C(=O)OC)C(=O)OC(C)(C)C |r|